C(#N)C=1C(=NC(=C(C1CC)C#N)N1C[C@H](CC1)O)S[C@@H](C(=O)N)C1=CC=C(C=C1)F (R)-2-((3,5-dicyano-4-ethyl-6-((S)-3-hydroxypyrrolidin-1-yl)pyridin-2-yl)thio)-2-(4-fluorophenyl)acetamide